6-fluoro-4-iodo-N-(4-methyloxacyclohexan-4-yl)pyridin-2-amine FC1=CC(=CC(=N1)NC1(CCOCC1)C)I